OCC1CCN(CC1)CC(=O)N1CCC(CC1)C=1C=C2C(=C(NC2=CC1)C1=C2C(=NC=C1)NN=C2)C(C)C 2-(4-(hydroxymethyl)piperidin-1-yl)-1-(4-(3-isopropyl-2-(1H-pyrazolo[3,4-b]pyridin-4-yl)-1H-indol-5-yl)piperidin-1-yl)ethan-1-one